N-(7-methoxy-4-(1-methyl-3-phenyl-1H-pyrazol-4-yl)quinazolin-6-yl)pyrimidine COC1=C(C=C2C(=NC=NC2=C1)C=1C(=NN(C1)C)C1=CC=CC=C1)N1CN=CC=C1